C(C)C=1C2=C(SC1C=O)C=CC=C2 ethylbenzo[b]thiophene-2-carbaldehyde